6-(3-(2-hydroxypropan-2-yl)benzyl)-4-methyl-2-(methylsulfinyl)-4H-thiazolo[5',4':4,5]pyrrolo[2,3-d]pyridazin-5(6H)-one OC(C)(C)C=1C=C(CN2N=CC3=C(C2=O)N(C2=C3SC(=N2)S(=O)C)C)C=CC1